4-(3-isopropyl-5-(piperidin-4-yl)-1H-indol-2-yl)-1H-indazole-7-carbonitrile C(C)(C)C1=C(NC2=CC=C(C=C12)C1CCNCC1)C1=C2C=NNC2=C(C=C1)C#N